4'-chloro-6-((4-chlorobenzyl)oxy)-3-(1-methyl-5-(trifluoromethyl)-1H-pyrazol-3-yl)-3'-(trifluoromethyl)-[1,1'-biphenyl]-2-ol ClC1=C(C=C(C=C1)C=1C(=C(C=CC1OCC1=CC=C(C=C1)Cl)C1=NN(C(=C1)C(F)(F)F)C)O)C(F)(F)F